O=C1NCCC1COC1=CC=CC=C1C#N 6-[(2-oxopyrrolidin-3-yl)methoxy]benzonitrile